[Cs+].C([O-])([O-])=O.[Cs+] cesium carbonate, cesium salt